N-(4-fluoro-5-(((2S,4R)-4-(furo[3,2-b]pyridin-5-yloxy)-2-methylpyrrolidin-1-yl)methyl)thiazol-2-yl)acetamide FC=1N=C(SC1CN1[C@H](C[C@H](C1)OC1=CC=C2C(=N1)C=CO2)C)NC(C)=O